2-[(4-{6-[(4-Chloro-2-fluorobenzyl)oxy]pyridin-2-yl}piperidin-1-yl)methyl]-1-[(2S)-oxetan-2-ylmethyl]-1H-benzimidazol ClC1=CC(=C(COC2=CC=CC(=N2)C2CCN(CC2)CC2=NC3=C(N2C[C@H]2OCC2)C=CC=C3)C=C1)F